2-Chloro-N-{1-[3-methyl-4-(trifluoromethoxy)phenyl]-1H-indazol-4-yl}-5-[({[1-(trifluoromethyl)cyclopropyl]carbonyl}amino)methyl]benzamide ClC1=C(C(=O)NC2=C3C=NN(C3=CC=C2)C2=CC(=C(C=C2)OC(F)(F)F)C)C=C(C=C1)CNC(=O)C1(CC1)C(F)(F)F